(3S)-1-(2-chloro-5-(1-(tetrahydrofuran-3-yl)-1H-pyrazol-4-yl)pyridin-4-yl)piperidin-3-ol ClC1=NC=C(C(=C1)N1C[C@H](CCC1)O)C=1C=NN(C1)C1COCC1